2-(2-methylpyridine-4-yl)oxazole-4-formamide CC1=NC=CC(=C1)C=1OC=C(N1)C(=O)N